O1C(=NC2=C1C=CC=C2)C=2N=C(N(C(C2O)=O)C)N2[C@H](C1=CC(=CC=C1CC2)C(=O)O)C2=C(C=CC=C2)C (S)-2-(4-(benzo[d]oxazol-2-yl)-5-hydroxy-1-methyl-6-oxo-1,6-dihydropyrimidin-2-yl)-1-(o-tolyl)-1,2,3,4-tetrahydroisoquinoline-7-carboxylic acid